6-benzyl-9-methoxy-5-methyl-6H-pyrido[4,3-b]carbazole C(C1=CC=CC=C1)N1C=2C=CC(=CC2C=2C=C3C(=C(C12)C)C=CN=C3)OC